tert-butyl 5-methoxy-4-({6-[4-(methoxycarbonyl) phenyl]-2-(methylsulfamoyl)-2,7-diazaspiro[3.5]non-7-yl} methyl)-7-methyl-1H-indole-1-carboxylate COC=1C(=C2C=CN(C2=C(C1)C)C(=O)OC(C)(C)C)CN1C(CC2(CN(C2)S(NC)(=O)=O)CC1)C1=CC=C(C=C1)C(=O)OC